NC1=C(C=C(C=C1)C1=CC(=C(C=C1)NC(COCCCN=[N+]=[N-])=O)C)C N-(4'-amino-3,3'-dimethyl-[1,1'-biphenyl]-4-yl)-2-(3-azidopropoxy)acetamide